tert-butyl ((7-morpholino-2-(pyridin-4-yl)pyrazolo[1,5-a]pyrimidin-5-yl)methyl)carbamate O1CCN(CC1)C1=CC(=NC=2N1N=C(C2)C2=CC=NC=C2)CNC(OC(C)(C)C)=O